FC(C(=O)O)(F)F.NCC=1C=C(C=CC1)S(=O)(=O)[C@H]1C[C@@H](CN(C1)C1CCCCC1)C(=O)N1CCOCC1 trans-(5-((3-(Aminomethyl)phenyl)sulfonyl)-1-cyclohexylpiperidin-3-yl)(morpholino)methanone 2,2,2-trifluoroacetate